2-methyl-1,4-dihydroisoquinolin-3-one CN1CC2=CC=CC=C2CC1=O